CC1=C(C(=C(C(=C1CC1=CC(=C(C(=C1)C(C)(C)C)O)C(C)(C)C)C)CC1=CC(=C(C(=C1)C(C)(C)C)O)C(C)(C)C)C)CC1=CC(=C(C(=C1)C(C)(C)C)O)C(C)(C)C 1,3,5-Trimethyl-2,4,6-tris(3,5-ditert-butyl-4-hydroxy-benzyl)benzol